ClC1=CC(N(C=C1)C=1C=NC(=CC1)N1N=CC(=C1C(F)(F)F)C(=O)OCC)=O Ethyl 1-(4-chloro-2-oxo-2H-[1,3'-bipyridin]-6'-yl)-5-(trifluoromethyl)-1H-pyrazole-4-carboxylate